4-(3,4-difluorophenyl)-1-(6-(1-methyl-3-(trifluoromethyl)-1H-pyrazol-5-yl)pyrazin-2-yl)piperidin-4-ol FC=1C=C(C=CC1F)C1(CCN(CC1)C1=NC(=CN=C1)C1=CC(=NN1C)C(F)(F)F)O